C(N)(=N)CC(=O)[O-] Guanylacetate